6-isopropoxy-N-(1-methyl-2-oxo-1,2-dihydropyridin-3-yl)-2-(1-methyl-2-oxabicyclo[2.2.2]oct-4-yl)-2H-indazole-5-carboxamide C(C)(C)OC=1C(=CC2=CN(N=C2C1)C12COC(CC1)(CC2)C)C(=O)NC=2C(N(C=CC2)C)=O